1-BENZYL 2-(3-(3,4,5-TRIMETHOXYPHENYL)PROPYL)(S)-PIPERIDINE-1,2-DICARBOXYLATE COC=1C=C(C=C(C1OC)OC)CCC[C@@]1(N(CCCC1)C(=O)OCC1=CC=CC=C1)C(=O)[O-]